OCC1(COCC1)C1=CC(=NC(=C1)S(=O)(=O)C)NC1=CC(=NC=C1C1=NN(C=C1)C)NC(C)=O N-(4-((4-(3-(hydroxymethyl)tetrahydrofuran-3-yl)-6-(methylsulfonyl)pyridin-2-yl)amino)-5-(1-methyl-1H-pyrazol-3-yl)pyridin-2-yl)acetamide